FS(CC(C)(C1=CC=CC=C1)OCCCC#C)(F)(F)(F)F Pentafluoro-(2-(pent-4-yn-1-yloxy)-2-phenylpropyl)-λ6-sulfan